[N+](=[N-])=CC(=O)N[C@@H](CO)C(=O)O diazoacetylserine